2-(cyclopropylmethoxy)-4-fluoro-1-iodobenzene C1(CC1)COC1=C(C=CC(=C1)F)I